3-hydroxy-tetradecanoic acid OC(CC(=O)O)CCCCCCCCCCC